7-bromo-1H-pyrido[3,4-b][1,4]oxazin-2(3H)-one BrC1=CC2=C(OCC(N2)=O)C=N1